BrC1=CC2=C([C@H](CCN(C2)C(=O)OC(C)(C)C)NC(=O)C2=NC(=NO2)C(C)(C)C)C=C1 |r| tert-butyl (SR)-8-bromo-5-[(3-tert-butyl-1,2,4-oxadiazole-5-carbonyl)amino]-1,3,4,5-tetrahydro-2-benzazepine-2-carboxylate